dipyrazine iron (II) [Fe+2].N1=CC=NC=C1.N1=CC=NC=C1